FC1=CC=C(C=C1)C1(CNC1)CNC1=CC=CC=2N1N=C(N2)C(F)(F)F N-((3-(4-Fluorophenyl)azetidin-3-yl)methyl)-2-(trifluoromethyl)-[1,2,4]triazolo[1,5-a]pyridin-5-amine